Methyl 2-(1-(4-(6-((4-chloro-2-fluorobenzyl) oxy) pyridin-2-yl) piperidin-1-yl) ethyl)-1-(((S)-oxetan-2-yl) methyl)-1H-benzo[d]imidazole-6-carboxylate ClC1=CC(=C(COC2=CC=CC(=N2)C2CCN(CC2)C(C)C2=NC3=C(N2C[C@H]2OCC2)C=C(C=C3)C(=O)OC)C=C1)F